(hydroxymethyl)phosphonium acrylate C(C=C)(=O)[O-].OC[PH3+]